C(C1=CC=CC=C1)OCC(C#CC=1C=C2C(=NC=NN2C1)C1=CC(=C(C=C1)CNC(OC(C)(C)C)=O)C)(F)F tert-butyl N-[[4-[6-(4-benzyloxy-3,3-difluoro-but-1-ynyl)pyrrolo[2,1-f][1,2,4]triazin-4-yl]-2-methyl-phenyl]methyl]carbamate